1-(4-cyclohexylphenyl)-N-methyl-3-(1-methyl-1H-imidazol-4-yl)-1H-indole-5-sulfonamide C1(CCCCC1)C1=CC=C(C=C1)N1C=C(C2=CC(=CC=C12)S(=O)(=O)NC)C=1N=CN(C1)C